1-(4-((4-(3-((2-((1S)-1-((tetrahydro-2H-pyran-2-yl)oxy)ethyl)-1H-imidazole-1-yl)methyl)isoxazol-5-yl)phenyl)ethynyl)phenyl)piperidin-4-ol O1C(CCCC1)O[C@@H](C)C=1N(C=CN1)CC1=NOC(=C1)C1=CC=C(C=C1)C#CC1=CC=C(C=C1)N1CCC(CC1)O